4-(2-(8-methoxy-1,2,3,4-tetrahydroisoquinolin-6-yl)-5-tosyl-5H-pyrrolo[2,3-b]pyrazin-7-yl)-N,N-dimethylbenzamide COC=1C=C(C=C2CCNCC12)C=1N=C2C(=NC1)N(C=C2C2=CC=C(C(=O)N(C)C)C=C2)S(=O)(=O)C2=CC=C(C)C=C2